N-(4,5-dichloro-2-methylphenyl)-1-fluoro-6,7,8,9-tetrahydro-5H-5,8-epiminocyclohepta[c]pyridine-10-carboxamide ClC1=CC(=C(C=C1Cl)NC(=O)N1C2CCC1CC=1C(=NC=CC12)F)C